3-hydroxy-2-oxo-2H-pyran-6-carboxamide OC=1C(OC(=CC1)C(=O)N)=O